3-(4-chlorophenyl-ethyl)-1H-pyrazole-5-carboxylic acid 5-(((3,4-dichlorophenyl) thio) methyl)-2-oxo-1,2-dihydropyridin-3-yl ester ClC=1C=C(C=CC1Cl)SCC=1C=C(C(NC1)=O)OC(=O)C1=CC(=NN1)CCC1=CC=C(C=C1)Cl